1,1,1-Trimethylol-ethan C(O)C(C)(CO)CO